N-(cyclopropylmethyl)-2-(4-((1R,2S)-6-methoxy-2-phenyl-1,2,3,4-tetrahydronaphthalen-1-yl)phenyl)ethan-1-amine C1(CC1)CNCCC1=CC=C(C=C1)[C@H]1[C@H](CCC2=CC(=CC=C12)OC)C1=CC=CC=C1